5-(2-(2,5-difluorophenyl)pyrrolidin-1-yl-5,5-d2)-3-nitropyrazolo[1,5-a]pyrimidine FC1=C(C=C(C=C1)F)C1N(C(CC1)([2H])[2H])C1=NC=2N(C=C1)N=CC2[N+](=O)[O-]